azetidin-1-yl-[2,6-dimethoxy-4-[5-(1-methylpyrazol-4-yl)benzimidazol-1-yl]phenyl]methanone N1(CCC1)C(=O)C1=C(C=C(C=C1OC)N1C=NC2=C1C=CC(=C2)C=2C=NN(C2)C)OC